3-(6,6-dimethyl-4-bicyclo[3.1.1]hept-3-enyl)-2,2-dimethylpropionaldehyde CC1(C2C(=CCC1C2)CC(C=O)(C)C)C